(4-methoxyphenyl)(morpholinyl)methanone COC1=CC=C(C=C1)C(=O)N1CCOCC1